2-{2-[4-(methoxycarbonyl)phenyl]ethanimidoyl}-1-methylhydrazine-1-carboxylate monohydrochloride Cl.COC(=O)C1=CC=C(C=C1)CC(=N)NN(C(=O)O)C